5-[7-[5-[4-[4-amino-3-(4-phenoxyphenyl)pyrazolo[3,4-d]pyrimidin-1-yl]-1-piperidyl]pyrimidin-2-yl]-2,7-diazaspiro[3.5]nonan-2-yl]-2-(2,6-dioxo-3-piperidyl)isoindoline-1,3-dione NC1=C2C(=NC=N1)N(N=C2C2=CC=C(C=C2)OC2=CC=CC=C2)C2CCN(CC2)C=2C=NC(=NC2)N2CCC1(CN(C1)C=1C=C3C(N(C(C3=CC1)=O)C1C(NC(CC1)=O)=O)=O)CC2